4-chloro-3-cyano-7,7-dimethyl-7,8-dihydro-5H-pyrano[4,3-b]pyridin-2-yl trifluoromethanesulfonate FC(S(=O)(=O)OC1=C(C(=C2C(=N1)CC(OC2)(C)C)Cl)C#N)(F)F